ClC=1C(=C2C(=NC1N1CC3(CN(C3)C(C=C)=O)CC1)CC(OC2)(C)C)C2=C1C=NNC1=CC(=C2C)Cl (P)-1-(6-(3-chloro-4-(6-chloro-5-methyl-1H-indazol-4-yl)-7,7-dimethyl-7,8-dihydro-5H-pyrano[4,3-b]pyridin-2-yl)-2,6-diazaspiro[3.4]octan-2-yl)-2-propen-1-one